3-[1-(2,5-Difluoro-phenyl)-3,5-dimethyl-1H-pyrazol-4-yl]-1-{4-[5-(morpholine-4-carbonyl)-pyridin-2-yl]-2-phenyl-piperazin-1-yl}-propan-1-one FC1=C(C=C(C=C1)F)N1N=C(C(=C1C)CCC(=O)N1C(CN(CC1)C1=NC=C(C=C1)C(=O)N1CCOCC1)C1=CC=CC=C1)C